FC(COC(CC)=O)F 2,2-Difluoroethylpropionate